[3-(3-chloro-4-fluoro-phenyl)-5,7-dihydro-4H-pyrano[3,4-c]pyrazol-1-yl]-(1,4-diazabicyclo[3.2.2]nonan-4-yl)methanone ClC=1C=C(C=CC1F)C=1C2=C(N(N1)C(=O)N1CCN3CCC1CC3)COCC2